Meta-hydroxybenzaldehyde OC=1C=C(C=O)C=CC1